tert-butyl (1R,3R)-1-(((R)-tert-butylsulfinyl) amino)-3-cyclopropoxy-8-azaspiro[4.5]decane-8-carboxylate C(C)(C)(C)[S@@](=O)N[C@@H]1C[C@@H](CC12CCN(CC2)C(=O)OC(C)(C)C)OC2CC2